NC(C(C1=CC=CC=C1)SC1=C(C(=C(C(=N1)N1CC(CCC1)N(C(OC(C)(C)C)=O)C)C#N)C1CC1)C#N)=O tert-butyl (1-(6-((2-amino-2-oxo-1-phenylethyl)thio)-3,5-dicyano-4-cyclopropylpyridin-2-yl)piperidin-3-yl)(methyl)carbamate